ClC1=CC=C2C(=N1)OC1=C2C=CC=C1OC 2-chloro-8-methoxybenzofuro[2,3-b]pyridine